N[C@@H]1CN(C[C@H]1F)C(=O)OC(C)(C)C |r| rac-tert-Butyl (3R,4R)-3-amino-4-fluoropyrrolidine-1-carboxylate